2,2-bis-[4,4'-bis-(4-hydroxyphenyl)-cyclohexyl]-propane OC1=CC=C(C=C1)C1(CCC(CC1)C(C)(C)C1CCC(CC1)(C1=CC=C(C=C1)O)C1=CC=C(C=C1)O)C1=CC=C(C=C1)O